C1(CCC1)OC1=NC(=NC(=C1)C(F)(F)F)C1=CC(=C(C(=C1)F)N1CCC(CC1)CC(=O)O)F {1-[4-(4-Cyclobutoxy-6-trifluoromethyl-pyrimidin-2-yl)-2,6-difluoro-phenyl]-piperidin-4-yl}-acetic acid